[C@@H]1(C[C@H](O)[C@@H](CO)O1)N1C(=O)NC(=O)C(C)=C1 [3H]-thymidin